C/C=C(\\C)/C(=O)O The molecule is a 2-methylbut-2-enoic acid having its double bond in trans-configuration. It has a role as a plant metabolite. It derives from a crotonic acid.